N-(6-(5-amino-1-methyl-1H-pyrazol-3-yl)-5-cyanopyridin-3-yl)-1-(quinolin-5-yl)-5-(trifluoromethyl)-1H-pyrazole-4-carboxamide NC1=CC(=NN1C)C1=C(C=C(C=N1)NC(=O)C=1C=NN(C1C(F)(F)F)C1=C2C=CC=NC2=CC=C1)C#N